8-methyl-8-isopropoxycarbonyltetracyclo[4.4.0.12,5.17,10]-3-dodecene CC1(C2C3C4C=CC(C3C(C1)C2)C4)C(=O)OC(C)C